P(=O)(OC[C@H]1CN(C(O1)=O)C1=CC(=C(C(=C1)F)C1(CCS(CC1)(=O)=O)F)F)(O)O {(5R)-3-[3,5-difluoro-4-(4-fluoro-1,1-dioxo-1λ6-thian-4-yl)phenyl]-2-oxo-1,3-oxazolidin-5-yl}methyl dihydrogen phosphate